Cl.CNCC1=NC=NC=C1 N-methyl-1-(pyrimidin-4-yl)methanamine hydrochloride